2,2',2''-(10-((16S)-16-amino-29-carboxy-15,19,26-trioxo-2,5,8,11-tetraoxa-14,20,25-triazanonacosan-29-yl)-1,4,7,10-tetraazacyclododecane-1,4,7-triyl)triacetic acid N[C@H](C(NCCOCCOCCOCCOC)=O)CCC(NCCCCNC(CCC(C(=O)O)N1CCN(CCN(CCN(CC1)CC(=O)O)CC(=O)O)CC(=O)O)=O)=O